O1CCC(CC1)NC(=O)C=1NC=C(C1)C1=NC(=NC=C1C(F)(F)F)N[C@@H]1CNCCC1 N-(oxan-4-yl)-4-(2-{[(3S)-piperidin-3-yl]amino}-5-(trifluoromethyl)pyrimidin-4-yl)-1H-pyrrol-2-carboxamide